normal butyl acrylate C(C=C)(=O)OCCCC